C1(=CC=CC=2C3=CC=CC=C3CC12)[Sc] fluorenyl-scandium